COC1=CC=C(C=C1)C1=C(C=CC=C1[N+](=O)[O-])C1(CC1)C1=NC=CC=C1 2-[1-(4-methoxyphenyl-3-nitrophenyl)cyclopropyl]pyridine